3-chloro-4-methylpyrido[4',3':4,5]Thieno[2,3-c]Pyridazin-8-ol ClC1=C(C2=C(N=N1)SC1=C2C=CN=C1O)C